methyl 2-oxobicyclo[3.1.0]hexane-3-carboxylate O=C1C2CC2CC1C(=O)OC